C(C1=CC=CC=C1)N1CC(OCC1)CNC(=O)C1CN(C1)C1=C(C=C2C(C(=CN(C2=N1)C=1SC=CN1)C(=O)O)=O)F 7-(3-{[(4-Benzylmorpholin-2-yl)methyl]carbamoyl}azetidin-1-yl)-6-fluoro-4-oxo-1-(1,3-thiazol-2-yl)-1,4-dihydro-1,8-naphthyridine-3-carboxylic acid